C(#N)CC(=S)N 2-cyanothioacetamide